(S)-3-(3-Chloro-4-fluorophenyl)-1-(8,9-difluoro-3-(2-hydroxyethyl)-6-oxo-1,2,3,4,5,6-hexahydrobenzo[c][1,7]naphthyridin-1-yl)-1-methylurea ClC=1C=C(C=CC1F)NC(N(C)[C@H]1C=2C3=C(C(NC2CN(C1)CCO)=O)C=C(C(=C3)F)F)=O